N-(2-FLUORO-3-(TRIFLUOROMETHYL)PHENYL)-5-METHOXY-2-(TRIFLUOROMETHYL)-3H-IMIDAZO[4,5-B]PYRIDIN-6-AMINE FC1=C(C=CC=C1C(F)(F)F)NC=1C=C2C(=NC1OC)NC(=N2)C(F)(F)F